2-(6-{5-chloro-2-[(oxan-4-yl)amino]pyrimidin-4-yl}-1-oxo-2,3-dihydro-1H-isoindol-2-yl)-N-methyl-N-(2-phenyl-ethyl)acetamide ClC=1C(=NC(=NC1)NC1CCOCC1)C1=CC=C2CN(C(C2=C1)=O)CC(=O)N(CCC1=CC=CC=C1)C